4-(5-(difluoromethyl)-1,3,4-thiadiazol-2-yl)-2-methyl-N-(1-methylcyclopropyl)-8-(piperazin-1-yl)quinazoline-6-sulfonamide FC(C1=NN=C(S1)C1=NC(=NC2=C(C=C(C=C12)S(=O)(=O)NC1(CC1)C)N1CCNCC1)C)F